BrC1=C(C=C(C(=C1)Br)OC)S(=O)(=O)NC(CNC1=CC=CC=C1)CCCC 2,4-dibromo-5-methoxy-N-(1-(phenylamino)hexane-2-yl)benzenesulfonamide